2-acrylamido-2-methyl-docosyl-sodium C(C=C)(=O)NC(C[Na])(CCCCCCCCCCCCCCCCCCCC)C